2-(2-bromophenyl)-1H-benzimidazole BrC1=C(C=CC=C1)C1=NC2=C(N1)C=CC=C2